(R)- or (S)-4-(2-Cyclopropyl-benzyl)-6-(2'-methoxy-4'-methyl-3,4,5,6-tetrahydro-2H-[1,3']bipyridinyl-4-yl)-7-methyl-2,4,6,7-tetrahydro-pyrazolo[4,3-d]pyrimidin-5-one C1(CC1)C1=C(CN2C(N([C@@H](C=3C2=CNN3)C)C3CCN(CC3)C=3C(=NC=CC3C)OC)=O)C=CC=C1 |o1:9|